Cl(=O)(=O)(=O)O[N+](=O)[O-] nitryl perchlorate